Methyl 2-chloro-4-(1-cyanocyclopentyl)-6-methoxybenzoate ClC1=C(C(=O)OC)C(=CC(=C1)C1(CCCC1)C#N)OC